[Os+2].C(C1=CC=CC=C1)OC1=C(C=C2C(=NC=NC2=C1)NC1=CC=CC=C1)OC (7-(benzyloxy)-6-methoxyquinazolin-4-yl)aniline Osmium (II)